CC/C=C\\C/C=C\\C/C=C\\C/C=C\\C/C=C\\C/C=C\\CCC(=O)OC[C@H](COP(=O)(O)OCCN)OC(=O)CC/C=C\\C/C=C\\C/C=C\\C/C=C\\C/C=C\\C/C=C\\CC The molecule is a 1,2-diacyl-sn-glycero-3-phosphoethanolamine in which both the acyl groups specified is (4Z,7Z,10Z,13Z,16Z,19Z)-docosahexaenoyl. It has a role as a mouse metabolite. It derives from an all-cis-docosa-4,7,10,13,16,19-hexaenoic acid.